1-(4-((4'-((1-oxa-7-azaspiro[3.5]nonan-7-yl)methyl)-[1,1'-biphenyl]-4-yl)methyl)phenyl)-5-methyl-1H-1,2,4-triazole-3-carboxamide O1CCC12CCN(CC2)CC2=CC=C(C=C2)C2=CC=C(C=C2)CC2=CC=C(C=C2)N2N=C(N=C2C)C(=O)N